4-((2,4-dioxo-3-(3-(trifluoromethyl)benzyl)-3,4-dihydroquinazolin-1(2H)-yl)methyl)-N-hydroxybenzoamide O=C1N(C2=CC=CC=C2C(N1CC1=CC(=CC=C1)C(F)(F)F)=O)CC1=CC=C(C(=O)NO)C=C1